5-[4-[[(3S,4R)-4-[(5-cyano-2-pyridyl)amino]-3-hydroxy-1-piperidyl]sulfonyl]phenyl]-1H-pyrrolo[2,3-b]pyridine-3-carbonitrile C(#N)C=1C=CC(=NC1)N[C@H]1[C@H](CN(CC1)S(=O)(=O)C1=CC=C(C=C1)C=1C=C2C(=NC1)NC=C2C#N)O